COC1=CC=C(CO\N=C\C2=C(N=C3OC=CN32)C3=CC2=CC=CC=C2C=C3)C=C1 (E)-6-(naphthalen-2-yl)imidazo[2,1-b]oxazole-5-carbaldehyde O-(4-methoxybenzyl) oxime